6-hydroxy-7-methyl-3,4-dihydroisoquinoline OC=1C=C2CCN=CC2=CC1C